(2S)-2-(2,4-dibromophenoxy)propanoic acid BrC1=C(O[C@H](C(=O)O)C)C=CC(=C1)Br